[Si](C)(C)(C(C)(C)C)OCC=CB1OC(C)(C)C(C)(C)O1 3-(tert-butyldimethylsilyloxy)propen-1-yl-boronic acid pinacol ester